C(CCC)[Si](C)(C)OCC1=C(C(=NC=C1)Cl)F butyl-[(2-chloro-3-fluoropyridin-4-yl)methoxy]-dimethylsilane